C12(OCC(C1)C2)C#N 2-oxabicyclo[2.1.1]hexane-1-carbonitrile